C1(CC1)C1=C(C=C(N)C=C1)C[S@](=O)C |r| (±)-4-cyclopropyl-3-((methylsulfinyl)methyl)aniline